The molecule is a glycosyloxyflavone that is kaempferol substituted by a 2-O-beta-D-glucopyranosyl-beta-D-galactopyranosyl residue at position 3 via a glycosidic linkage. It has a role as a plant metabolite. It is a glycosyloxyflavone, a trihydroxyflavone and a disaccharide derivative. It derives from a kaempferol. C1=CC(=CC=C1C2=C(C(=O)C3=C(C=C(C=C3O2)O)O)O[C@H]4[C@@H]([C@H]([C@H]([C@H](O4)CO)O)O)O[C@H]5[C@@H]([C@H]([C@@H]([C@H](O5)CO)O)O)O)O